CC(C)CCC[C@@H](C)[C@H]1CC[C@H]2[C@@H]3CC=C4C[C@H](CC[C@]4(C)[C@H]3CC[C@]12C)O (3β)-cholest-5-en-3-ol